O=C(CNC(OCC1=CC=CC=C1)=O)C benzyl (2-oxopropyl)carbamate